N1C=NC2=C1C=CC(=C2)[C@H]2N(C[C@@H](CC2)C)C(C(=O)NC2=C(C(=NC=C2)OC)C(=O)N)=O [[2-[(2S,5R)-2-(1H-benzimidazol-5-yl)-5-methyl-1-piperidyl]-2-oxo-acetyl]amino]-2-methoxy-pyridine-3-carboxamide